5-bromo-N-((cis)-4-((7-morpholinoquinoxalin-5-yl)oxy)cyclohexyl)pyrimidin-2-amine BrC=1C=NC(=NC1)N[C@@H]1CC[C@@H](CC1)OC1=C2N=CC=NC2=CC(=C1)N1CCOCC1